C(#N)[C@]1([C@H]2[C@H]3C(NC([C@H]3[C@@H](C1)CC2)=O)=O)NC([C@H](CC2CC2)NC(OCC2=CC=CC=C2)=O)=O benzyl N-[(1S)-2-[[(1R,2S,6R,7R,8S)-8-cyano-3,5-dioxo-4-azatricyclo[5.2.2.02,6]undecan-8-yl]amino]-1-(cyclopropylmethyl)-2-oxo-ethyl]carbamate